O1CCOC12CCC(CC2)C=2SC(=C(N2)C(F)(F)F)C2=NC(=NC=C2F)NC2CCN(CC2)S(=O)(=O)C 4-[2-(1,4-dioxaspiro[4.5]decan-8-yl)-4-(trifluoromethyl)thiazol-5-yl]-5-fluoro-N-(1-methylsulfonyl-4-piperidyl)pyrimidin-2-amine